2,6-dichloro-4-((6-(1,3-dioxo-9-(4-(trifluoromethyl)phenyl)-1H-xantheno[2,1,9-def]isoquinolin-2(3H)-yl)hexyl)oxy)benzaldehyde ClC1=C(C=O)C(=CC(=C1)OCCCCCCN1C(C2=CC=C3C=4C2=C(C1=O)C=CC4OC4=CC=C(C=C43)C4=CC=C(C=C4)C(F)(F)F)=O)Cl